N(=[N+]=[N-])CCOCCOCCOCCOCCN(C1=NC2=C(C(=C(C=C2C(=N1)N1CCN(CC1)C(=O)OC(C)(C)C)Cl)C1=CC(=CC2=CC=CC=C12)O)F)C tert-butyl 4-[2-[2-[2-[2-[2-(2-azidoethoxy)ethoxy]ethoxy]ethoxy] ethyl-methyl-amino]-6-chloro-8-fluoro-7-(3-hydroxy-1-naphthyl)quinazolin-4-yl]piperazine-1-carboxylate